N(=C=S)CC1=CC(=CC=C1)CCCCS(=O)(=O)C 1-(isothiocyanatomethyl)-3-(4-(methylsulfonyl)butyl)benzene